CC(C)(C)[O-] 2-methylpropan-2-olat